N-(5-((4-(7-methoxy-1,9-dimethyl-9H-pyrido[3,4-b]indol-6-yl)piperazin-1-yl)sulfonyl)-4-methylthiazol-2-yl)acetamide COC1=C(C=C2C3=C(N(C2=C1)C)C(=NC=C3)C)N3CCN(CC3)S(=O)(=O)C3=C(N=C(S3)NC(C)=O)C